C(C)(C)(C)C1=NC(=NO1)C1=CC=C(C=C1)C(=O)N1CCN(CC1)C=1OC=2C(=NC=CC2)N1 (4-(5-(tert-butyl)-1,2,4-oxadiazol-3-yl)phenyl)(4-(oxazolo[4,5-b]pyridin-2-yl)piperazin-1-yl)methanone